4-[(3S,4S)-1-methyl-3-methyl-4-piperidylamino]-6-[3-(4-mesyl-2-anisidino)-1-propynyl]-1-(2,2,2-trifluoroethyl)indole CN1C[C@@H]([C@H](CC1)NC1=C2C=CN(C2=CC(=C1)C#CCNC=1C(OC)=CC=C(C1)S(=O)(=O)C)CC(F)(F)F)C